CC1=NC=CC(=C1)CCC1=CC=C(C(=O)O)C=C1 4-((2-methylpyridin-4-yl)ethyl)benzoic acid